(R)-(4-((1-(3-amino-5-(trifluoromethyl)phenyl)ethyl)amino)-2-methyl-6-(pyrrolidin-1-yl)quinazoline-7-yl)(morpholino)methanone NC=1C=C(C=C(C1)C(F)(F)F)[C@@H](C)NC1=NC(=NC2=CC(=C(C=C12)N1CCCC1)C(=O)N1CCOCC1)C